Cl[Si](CC)(CC)CC Chloro(triethyl)silane